(S)-2-(((S)-6,8-difluoro-1,2,3,4-tetrahydronaphthalen-2-yl)amino)-N-(1-(2-methyl-1-(neopentylamino)propan-2-yl)-1H-imidazol-4-yl)pentanamide hydrobromide Br.FC=1C=C2CC[C@@H](CC2=C(C1)F)N[C@H](C(=O)NC=1N=CN(C1)C(CNCC(C)(C)C)(C)C)CCC